CC(CCCCCCCCCCCCCC1CO1)C 2-(14-methylpentadecyl) ethylene oxide